C1(CC1)C1=NN(C2=CC(=CC=C12)C1=CC(=NC=C1)N)C=1C=C(C=CC1)C 4-(3-cyclopropyl-1-(m-tolyl)-1H-indazol-6-yl)pyridin-2-amine